tert-butyl (2S,5R)-4-((3-chloro-4-fluorophenyl)((trans)-3-(trifluoromethyl)cyclobutyl)methyl)-2,5-dimethylpiperazine-1-carboxylate ClC=1C=C(C=CC1F)C(N1C[C@@H](N(C[C@H]1C)C(=O)OC(C)(C)C)C)[C@@H]1C[C@H](C1)C(F)(F)F